CNC1COC(OC1)C(C)C 5-methylamino-2-isopropyl-1,3-dioxane